benzyl-4-amino-3,6-dichloropyridine (P)-perfluorophenyl-1-(4-bromo-5-chloro-2-methoxyphenyl)-2-oxo-1,2-dihydroquinoline-6-sulfonate FC1=C(C(N(C2=C(C(=C(C(=C12)F)S(=O)(=O)O)F)F)C1=C(C(=C(C(=C1F)Cl)Br)F)OC(F)(F)F)=O)C1=C(C(=C(C(=C1F)F)F)F)F.C(C1=CC=CC=C1)C1=NC(=CC(=C1Cl)N)Cl